CCCCCCCCCCCCCCCCCCOC[C@H](COP(=O)([O-])OCC[N+](C)(C)C)OC(=O)CCCCC/C=C\\C/C=C\\C/C=C\\C/C=C\\CCCCC The molecule is a phosphatidylcholine O-40:4 in which the alkyl and acyl groups specified at positions 1 and 2 are octadecyl and (7Z,10Z,13Z,16Z)-docosatetraenoyl respectively. It is a phosphatidylcholine O-40:4 and a 2-acyl-1-alkyl-sn-glycero-3-phosphocholine. It derives from an all-cis-docosa-7,10,13,16-tetraenoic acid.